ClC=1C(=NC=CC1SC=1C=CC=2C(=NC=C(N2)N2C[C@@H]3[C@]([C@@H]3CC2)(C2=C(C=CC=C2)F)CN)N1)N1N=CC=C1 ((1S,6R,7R)-3-(6-((3-chloro-2-(1H-pyrazol-1-yl)pyridin-4-yl)thio)pyrido[2,3-b]pyrazin-2-yl)-7-(2-fluorophenyl)-3-azabicyclo[4.1.0]heptan-7-yl)methanamine